1-(tert-butyl) 2-methyl (2R,4R)-2-(2-(chloromethyl)allyl)-4-hydroxypyrrolidine-1,2-dicarboxylate ClCC(C[C@]1(N(C[C@@H](C1)O)C(=O)OC(C)(C)C)C(=O)OC)=C